tert-butyl 3-(5-(4-methoxybenzyl)-4-oxo-3-(trifluoromethyl)-1-((2-(trimethylsilyl)ethoxy)methyl)-4,5-dihydro-1H-pyrazolo[4,3-c]pyridin-6-yl)-2,5-dihydro-1H-pyrrole-1-carboxylate COC1=CC=C(CN2C(C3=C(C=C2C=2CN(CC2)C(=O)OC(C)(C)C)N(N=C3C(F)(F)F)COCC[Si](C)(C)C)=O)C=C1